[As].[Sb] antimony arsenic